perfluorophenyl 3-(2-hydroxyethoxy)propanoate OCCOCCC(=O)OC1=C(C(=C(C(=C1F)F)F)F)F